2-(4,6-dihydro-1H-pyrrolo[3,4-c]pyrazol-5-yl)-N-[1-(1H-indol-3-ylmethyl)pentyl]thiazole-5-carboxamide N1N=CC2=C1CN(C2)C=2SC(=CN2)C(=O)NC(CCCC)CC2=CNC1=CC=CC=C21